n-heptane CCCCCCC